N-((1S)-3-((1R,5S)-2-(((4-aminobutyl)((S)-5,6,7,8-tetrahydroquinolin-8-yl)amino)methyl)-3,8-diazabicyclo[3.2.1]octan-8-yl)-1-phenylpropyl)-4,4-difluorocyclohexane-1-carboxamide NCCCCN([C@H]1CCCC=2C=CC=NC12)CC1[C@H]2CC[C@@H](CN1)N2CC[C@@H](C2=CC=CC=C2)NC(=O)C2CCC(CC2)(F)F